tertiary butyl glycinate hydrochloride Cl.NCC(=O)OC(C)(C)C